(1-(2-(1H-indol-3-yl)ethyl)-6,7-dimethoxy-3,4-dihydroisoquinoline-2(1H)-yl)(morpholino) ketone N1C=C(C2=CC=CC=C12)CCC1N(CCC2=CC(=C(C=C12)OC)OC)C1OCCN(C1)C(=O)N1CC(OCC1)N1C(C2=CC(=C(C=C2CC1)OC)OC)CCC1=CNC2=CC=CC=C12